N-[2-[4-[4-(1-oxo-2H-isoquinolin-3-yl)piperazine-1-carbonyl]phenyl]ethyl]-N-[[3-(trifluoromethyl)phenyl]methyl]acetamide O=C1NC(=CC2=CC=CC=C12)N1CCN(CC1)C(=O)C1=CC=C(C=C1)CCN(C(C)=O)CC1=CC(=CC=C1)C(F)(F)F